C(C)C=1OCOC1CC 4,5-diethyl-1,3-dioxole